BrC1=C2C=NN(C2=C(C=C1)C1OCCO1)COCC[Si](C)(C)C 4-bromo-7-(1,3-dioxolan-2-yl)-1-{[2-(trimethylsilyl)ethoxy]methyl}indazole